5-(((Tert-butyldiphenylsilyl)oxy)methyl)-4-cyano-3-(isoquinolin-4-yl)-2-oxoimidazolidine-1-carboxylic acid tert-butyl ester C(C)(C)(C)OC(=O)N1C(N(C(C1CO[Si](C1=CC=CC=C1)(C1=CC=CC=C1)C(C)(C)C)C#N)C1=CN=CC2=CC=CC=C12)=O